C(C)C1=NN(C2=C1C(NCC1(CCOCC1)C2)=O)CC(COC(C2=C(C=CC=C2F)Cl)=O)(C)C 2-Chloro-6-fluoro-benzoic acid [3-(3-ethyl-4-oxo-spiro[6,8-dihydro-5H-pyrazolo[4,3-c]azepin-7,4'-tetrahydropyran]-1-yl)-2,2-dimethyl-propyl] ester